5-propyl-2-[(4-pyrazol-1-yl-phenyl)methylamino]-4H-[1,2,4]-triazolo[1,5-a]pyrimidin-7-one C(CC)C=1NC=2N(C(C1)=O)N=C(N2)NCC2=CC=C(C=C2)N2N=CC=C2